Boric acid triacetate C(C)(=O)O.C(C)(=O)O.C(C)(=O)O.B(O)(O)O